ClC1=C(C=NN1[C@@H]1[C@H](CN(CC1)C1COC1)F)NC=1C=C(C2=C(N1)NC=C2C(F)(F)F)NCC N6-(5-Chloro-1-((3S,4S)-3-fluoro-1-(oxetan-3-yl)piperidin-4-yl)-1H-pyrazol-4-yl)-N4-ethyl-3-(trifluoromethyl)-1H-pyrrolo[2,3-b]pyridin-4,6-diamin